(±)-4-(3-bromo-2-fluorophenoxy)-2-fluoro-N-methoxy-N-methylbutanamide BrC=1C(=C(OCC[C@H](C(=O)N(C)OC)F)C=CC1)F |r|